ClC=1C=CC=2N(C1C(O)C=1N=NN(C1)C1=CC=CC=C1)C=NC2 (6-chloro-imidazo[1,5-a]pyridin-5-yl)-(1-phenyl-1H-[1,2,3]triazol-4-yl)-methanol